(2S,4R)-4-hydroxypyrrolidine-2-carboxylic acid methyl ester, hydrochloride Cl.COC(=O)[C@H]1NC[C@@H](C1)O